tert-butyl ((3S,6S,10aS)-3-((6S,7R)-7-cyano-6-(m-tolyl)-4-azaspiro[2.4]heptane-4-carbonyl)-5-oxodecahydropyrrolo[1,2-a]azocin-6-yl)carbamate C(#N)[C@@H]1[C@H](CN(C12CC2)C(=O)[C@@H]2CC[C@H]1N2C([C@H](CCCC1)NC(OC(C)(C)C)=O)=O)C=1C=C(C=CC1)C